2-bromo-3,3,3-trifluoro-1-propene BrC(=C)C(F)(F)F